2-(4-{[(3R)-1-methylpiperidin-3-yl]amino}-5,6,7,8-tetrahydrophthalazin-1-yl)-5-(trifluoromethyl)phenol formate C(=O)OC1=C(C=CC(=C1)C(F)(F)F)C1=NN=C(C=2CCCCC12)N[C@H]1CN(CCC1)C